(S)-6-(2-(3-Chloro-4-cyanophenyl)-3-methyl-2,8-diazaspiro[4.5]decan-8-yl)nicotinic acid ClC=1C=C(C=CC1C#N)N1CC2(C[C@@H]1C)CCN(CC2)C2=NC=C(C(=O)O)C=C2